7-((R)-sec-butoxy)-N-(1-cyclopropyl-2-oxo-1,2-dihydropyridin-3-yl)-2-(1-(fluoromethyl)-2-oxabicyclo[2.2.1]heptan-4-yl)imidazo[1,2-a]pyrimidine-6-carboxamide [C@@H](C)(CC)OC1=NC=2N(C=C1C(=O)NC=1C(N(C=CC1)C1CC1)=O)C=C(N2)C21COC(CC2)(C1)CF